2-(diphenylphosphaneyl)-N-((6-((diphenylphosphaneyl)methyl)pyridin-2-yl)(phenyl)methyl)aniline C1(=CC=CC=C1)P(C1=C(NC(C2=CC=CC=C2)C2=NC(=CC=C2)CP(C2=CC=CC=C2)C2=CC=CC=C2)C=CC=C1)C1=CC=CC=C1